FC=1C=C(C=CC1C=O)N1C(N=C(C=C1)NC(=O)N1CCN(CC1)C(C(C)(C)NC(OC(C)(C)C)=O)=O)=O tert-butyl (1-(4-((1-(3-fluoro-4-formylphenyl)-2-oxo-1,2-dihydropyrimidin-4-yl)carbamoyl)piperazin-1-yl)-2-methyl-1-oxopropan-2-yl)carbamate